3,3-di(4-methoxyphenyl)-6,7-dimethoxy-11-(3,5-bis(trifluoromethyl)phenyl)-13,13-dimethyl-3H,13H-indeno[2',3':3,4]naphtho[1,2-b]pyran COC1=CC=C(C=C1)C1(C=CC2=C(O1)C=1C=C(C(=CC1C1=C2C(C2=CC(=CC=C21)C2=CC(=CC(=C2)C(F)(F)F)C(F)(F)F)(C)C)OC)OC)C2=CC=C(C=C2)OC